tetraglycidyl-benzene-1,3-disulfonamide C(C1CO1)C1=C(C(=C(C(=C1S(=O)(=O)N)CC1CO1)S(=O)(=O)N)CC1CO1)CC1CO1